1-butyl-4-methylpyridine bromide salt [Br-].C(CCC)N1CC=C(C=C1)C